((2R,3R,4S,5R)-4-acetoxy-5-(7-allyl-2-amino-8-oxo-7,8-dihydro-9H-purin-9-yl)-3-fluorotetrahydrofuran-2-yl)methylacetat C(C)(=O)O[C@@H]1[C@@H]([C@H](O[C@H]1N1C2=NC(=NC=C2N(C1=O)CC=C)N)COC(C)=O)F